6H-pyrano[3,4-b]thieno[3,4-d]pyridine-4,9(5H,8H)-dione C=1SC=C2C1C1=C(NC2=O)COCC1=O